O=C1NC(CCC1C1=NN(C2=CC(=CC=C12)OC1=CC=C(C=C1)CN1CCC(CC1)C1CCN(CC1)C=1C=C2C(N(C(C2=CC1)=O)[C@H](CC#N)C1=CC(=C(C=C1)OC)OCC)=O)C)=O (3R)-3-[5-[4-[1-[[4-[3-(2,6-dioxo-3-piperidyl)-1-methylindazol-6-yl]oxyphenyl]methyl]-4-piperidyl]-1-piperidyl]-1,3-dioxoisoindolin-2-yl]-3-(3-ethoxy-4-methoxyphenyl)propanenitrile